ClC=1C=C(C(=C(C=NC(C(=O)O)C(C)C)C1)O)OC(C(C)C)=O 2-(5-chloro-2-hydroxy-3-(isobutyryloxy)benzylideneamino)-3-methylbutanoic acid